FC(C1=CC=C(CN1)C(=O)N)(F)F 6-(trifluoromethyl)-1,2-dihydropyridin-3-carboxamide